[O-]C(C(C)=CCC\C(\C)=C\CC\C(\C)=C\CC\C=C(/C)\CC\C=C(/C)\CCC=C(C)C)[O-] dioxido-squalene